BrCC=1OC(OC1C(C)C)=O 4-(bromomethyl)-5-isopropyl-1,3-dioxolen-2-one